2-bromo-4-fluoro-3-(methoxymethoxy)-1-methylbenzene BrC1=C(C=CC(=C1OCOC)F)C